CN1C(=C(C=C1C)C1=CC=CC=C1)C(C(=O)NC=1C=CC2=C(S(CC3N2CCN(C3)C3=NC=C(C=N3)F)(=O)=O)C1)=O 2-(1,5-dimethyl-3-phenyl-1H-pyrrol-2-yl)-N-(3-(5-fluoropyrimidin-2-yl)-6,6-dioxido-1,2,3,4,4a,5-hexahydrobenzo[b]pyrazino[1,2-d][1,4]thiazine-8-yl)-2-oxoacetamide